2-(11-chloro-9-fluoro-1,3,4,5-tetrahydro-2H-pyrido[4',3':4,5]pyrano[2,3-c]quinolin-10-yl)-3-fluorophenol ClC1=CC=2C3=C(C=NC2C(=C1C1=C(C=CC=C1F)O)F)OCC1=C3CCNC1